BrC1=C(N(C2=NC=CC=C21)S(=O)(=O)C2=CC=CC=C2)C(F)F bromo-2-(difluoromethyl)-1-(phenylsulfonyl)-1H-pyrrolo[2,3-b]Pyridine